Phenylsulfenyl Triflate O(S(=O)(=O)C(F)(F)F)SC1=CC=CC=C1